5-bromoisoquinoline-8-sulfonic acid BrC1=C2C=CN=CC2=C(C=C1)S(=O)(=O)O